CC(CC1=CC=CC=C1)(C)C(C(=O)O)CC.C(CCC)(=O)O BUTYRATE (2-methyl-1-phenylpropan-2-yl butanoate)